N-(3-(2-cyanoprop-2-yl)phenyl)-6-(7-(methylamino)-1,6-naphthyridin-3-yl)pyridazine-4-carboxamide C(#N)C(C)(C)C=1C=C(C=CC1)NC(=O)C1=CN=NC(=C1)C=1C=NC2=CC(=NC=C2C1)NC